ethyl 2-[7-(difluoromethyl)-4-isopropyl-1-oxo-pyrrolo[1,2-d][1,2,4]triazin-2-yl]acetate FC(C=1C=C2N(C(=NN(C2=O)CC(=O)OCC)C(C)C)C1)F